FC=1C=C(C=CC1F)[C@@]1(C[C@@H](N(CC1)C1=NC(=CN=C1)C=1C(=NN(C1)C)C)C)O |r| (rac)-trans-4-(3,4-difluorophenyl)-1-(6-(1,3-dimethyl-1H-pyrazol-4-yl)pyrazin-2-yl)-2-methylpiperidin-4-ol